6-(bromomethyl)-1H-benzo[d]Imidazole-1-carboxylic acid tert-butyl ester C(C)(C)(C)OC(=O)N1C=NC2=C1C=C(C=C2)CBr